ClC=1C(=CC(=NC1)OC)C1=CC(=NN1)C(=O)N1CCC(CC1)C(=O)NCC1=NC=C(C=C1)F 1-(5-(5-chloro-2-methoxypyridin-4-yl)-1H-pyrazole-3-carbonyl)-N-((5-fluoropyridin-2-yl)methyl)piperidine-4-carboxamide